C(CC)C1=C(C(=C(C1CCC)CCC)CCC)CCC 1,2,3,4,5-pentapropylcyclopentadiene